1-[2-[5-(difluoromethyl)-3-methyl-pyrazol-1-yl]-6-[5-[(6-methylpyridazin-3-yl)amino]benzimidazol-1-yl]-3-pyridyl]ethanol FC(C1=CC(=NN1C1=NC(=CC=C1C(C)O)N1C=NC2=C1C=CC(=C2)NC=2N=NC(=CC2)C)C)F